C(C)(=O)OC(COC)C 1-METHOXY-2-PROPYL ACETATE